[3-(iodomethyl) azetidin-1-yl]Tert-butyl formate C(=O)OC(CN1CC(C1)CI)(C)C